1-(3-hydroxypropyl)-3-methyl-3,7-dihydro-1H-purine-2,6-dione OCCCN1C(N(C=2N=CNC2C1=O)C)=O